(2-(5-mercapto-1,3,4-oxadiazol-2-yl)-1-phenylethyl)carbamic acid tert-butyl ester C(C)(C)(C)OC(NC(CC=1OC(=NN1)S)C1=CC=CC=C1)=O